NC1=C(C(=NN1[C@@H]1CN(CC1)C(C=C)=O)C#CC1=C(C=C2C(=CN=NC2=C1)C1CC1)Cl)C(=O)N 5-amino-3-[2-(6-chloro-4-cyclopropylcinnolin-7-yl)ethynyl]-1-[(3S)-1-(prop-2-enoyl)pyrrolidin-3-yl]pyrazole-4-carboxamide